3,5,5-Trimethyl-3-aminomethyl-cyclohexylamin CC1(CC(CC(C1)(C)C)N)CN